5-oxo-2,5-dihydro-1,2,4-triazine O=C1N=CNN=C1